CC1=C(OC2=C(C(=C(C=3C2=C1C=CC3)C)C3=CC=CC=C3)C=3NCCCN3)C3=CC=CC=C3 2-(3,7-dimethyl-2,8-diphenylbenzo[de]chromen-9-yl)-1,4,5,6-tetrahydropyrimidine